N-(2,2,6,6-tetramethyl-4-piperidinyl)-3-[(2,2,6,6-tetramethyl-4-piperidinyl)amino]-propanamide CC1(NC(CC(C1)NC(CCNC1CC(NC(C1)(C)C)(C)C)=O)(C)C)C